O=C1N(CC2=CC=CC=C12)C1=CC=C(C=C1)[C@H](C(=O)O)CC |r| (+-)-2-[4-(1-oxo-2-isoindolinyl)phenyl]butyric acid